N=1C=C(N2C1C=CC=C2)C(=O)N2CC1=C(CC2)C(=CS1)C(=O)NC1=CC(=CC(=C1)C(F)(F)F)CN(C1COC1)C 6-(imidazo[1,2-a]pyridine-3-carbonyl)-N-(3-((methyl-(oxetan-3-yl)amino)meth-yl)-5-(trifluoromethyl)-phenyl)-4,5,6,7-tetrahydro-thieno[2,3-c]pyridine-3-carboxamide